tert-Butyl 4-[5H-pyrido[4,3-b]indol-7-yl]piperidine-1-carboxylate C1=NC=CC=2NC=3C=C(C=CC3C21)C2CCN(CC2)C(=O)OC(C)(C)C